C12CN(CC(CC1)N2)C2=NC(=NC1=C(C(=C(C=C21)Cl)C2=C1C=CN=C(C1=CC=C2)N)F)OCC21CCCN1CCC2 5-(4-(3,8-diazabicyclo-[3.2.1]octan-3-yl)-6-chloro-8-fluoro-2-((tetrahydro-1H-pyrrolizin-7a(5H)-yl)meth-oxy)quinazolin-7-yl)isoquinolin-1-amine